tert-butyl 6-(2-(((benzyloxy)carbonyl)amino)ethyl)-1,4-oxazepane-4-carboxylate C(C1=CC=CC=C1)OC(=O)NCCC1CN(CCOC1)C(=O)OC(C)(C)C